COC(=O)[C@H](CCC(=O)O)N L-Glutamic acid α-methyl ester